CC1=NN(C=C1C1=CC(=NC=C1)C)CC(=O)NC1=NC=C(C=C1)C=1C=NC=NC1 2-[3-methyl-4-(2-methyl-4-pyridyl)pyrazol-1-yl]-N-(5-pyrimidin-5-yl-2-pyridyl)acetamide